1,3,5-tris(trimethylacetyl)-cyclohexane CC(C(=O)C1CC(CC(C1)C(C(C)(C)C)=O)C(C(C)(C)C)=O)(C)C